COC=1C=C(C#N)C=CC1NCC#CC=1N(C2=CC=CC(=C2C1)NC1CCC(CC1)N1CC2(COC2)C1)CC(F)(F)F 3-methoxy-4-{[3-(4-{[(1S,4S)-4-(2-oxa-6-azaspiro[3.3]heptan-6-yl)cyclohexyl]amino}-1-(2,2,2-trifluoroethyl)-1H-indol-2-yl)prop-2-yn-1-yl]amino}benzonitrile